CN1C=NC2=C1C(=C(C=C2C2=CC=C(C=C2)OC(F)(F)F)CCNC)C#N 1-methyl-6-(2-(methylamino)ethyl)-4-(4-(trifluoromethoxy)phenyl)-1H-benzo[d]imidazole-7-carbonitrile